C1=CC=CC=2C3=CC=CC=C3C(C12)COC(N[C@H](C(NCCCC[C@H](NC(N[C@H](CCC(=O)OC(C)(C)C)C(=O)OC(C)(C)C)=O)C(=O)OC(C)(C)C)=O)CC1=CC2=CC=CC=C2C=C1)=O tri-tert-butyl (5S,12S,16R)-1-(9H-fluoren-9-yl)-5-[(naphthalen-2-yl)methyl]-3,6,14-trioxo-2-oxa-4,7,13,15-tetraazaoctadecane-12,16,18-tricarboxylate